2-(3-Fluorophenyl)-N-[(2S)-1-hydroxypropan-2-yl]-3-oxo-6-[5-(trifluoromethyl)pyridin-2-yl]-2,3-dihydropyridazin-4-carboxamid FC=1C=C(C=CC1)N1N=C(C=C(C1=O)C(=O)N[C@H](CO)C)C1=NC=C(C=C1)C(F)(F)F